trans-tert-butyl 3-(2-chloro-6-(4,4,5,5-tetramethyl-1,3,2-dioxaborolan-2-yl)pyridin-4-yl)-2-methyl-4-(methylsulfonyl)piperazine-1-carboxylate ClC1=NC(=CC(=C1)[C@H]1[C@@H](N(CCN1S(=O)(=O)C)C(=O)OC(C)(C)C)C)B1OC(C(O1)(C)C)(C)C